N-(tert-butoxycarbonyl)-O-(p-nitrophenoxyformyl)-L-serine ethyl ester C(C)OC([C@@H](NC(=O)OC(C)(C)C)COC(=O)OC1=CC=C(C=C1)[N+](=O)[O-])=O